3-fluoro-2-(4-(((1r,3r)-3-hydroxy-3-methylcyclobutyl)amino)pyrido[3,4-d]pyridazin-1-yl)-5-(trifluoromethyl)phenol FC=1C(=C(C=C(C1)C(F)(F)F)O)C1=C2C(=C(N=N1)NC1CC(C1)(C)O)C=NC=C2